ClC=1C=C(C=2N(N1)C(=CN2)C(C)C)NCC2=C(C=CC=C2)N(C)C 6-chloro-N-(2-(dimethylamino)benzyl)-3-isopropylimidazo[1,2-b]pyridazin-8-amine